tert-butyl (2S,4S)-4-((7-bromo-2,6-dichloro-8-fluoro-3-((E)-(hydroxyimino)methyl)quinolin-4-yl)amino)-2-(2-((tert-butyldimethylsilyl)oxy)ethyl)piperidine-1-carboxylate BrC1=C(C=C2C(=C(C(=NC2=C1F)Cl)/C=N/O)N[C@@H]1C[C@H](N(CC1)C(=O)OC(C)(C)C)CCO[Si](C)(C)C(C)(C)C)Cl